4-[[2-(2-aminoethanesulfonyl)ethyl]amino]-2-(2,6-dioxopiperidin-3-yl)isoindole-1,3-dione, trifluoroacetate salt FC(C(=O)O)(F)F.NCCS(=O)(=O)CCNC1=C2C(N(C(C2=CC=C1)=O)C1C(NC(CC1)=O)=O)=O